(1S,2S)-2-fluoro-N-(2-{4-hydroxy-6-methoxy-2-[(4-methoxyphenyl)methoxy]pyrimidin-5-yl}-1-methylpyrrolo[2,3-c]pyridin-5-yl)cyclopropane-1-carboxamide F[C@@H]1[C@@H](C1)C(=O)NC=1C=C2C(=CN1)N(C(=C2)C=2C(=NC(=NC2OC)OCC2=CC=C(C=C2)OC)O)C